BrC=1C=C2C(=NN(C(C2=CC1)=O)CC(=O)NC1=NC=C(C=N1)F)OCF 2-[6-bromo-1-oxo-4-(fluoromethoxy)phthalazin-2-yl]-N-(5-fluoropyrimidin-2-yl)acetamide